CC1=C(OC(C(=O)OCC)(C)C)C(=CC(=C1)CN1N=C(N(C1=O)C1=CC=C(C=C1)C(F)(F)F)C)C Ethyl 2-(2,6-dimethyl-4-((3-methyl-5-oxo-4-(4-(trifluoromethyl)phenyl)-4,5-dihydro-1H-1,2,4-triazol-1-yl)methyl)phenoxy)-2-methylpropionate